(4R,12aS)-N-[(2,4-difluorophenyl)methyl]-7-hydroxy-4-methyl-6,8-dioxo-3,4,12,12a-tetrahydro-2H-pyrido[5,6]pyrazino[2,6-b][1,3]oxazine-9-carboxamide C[C@@H]1CCO[C@@H]2N1C(=O)C3=C(C(=O)C(=CN3C2)C(=O)NCC4=C(C=C(C=C4)F)F)O